FC1=NC=CC(=C1C1CN(C1)C(=O)OC(C)(C)C)C tert-butyl 3-(2-fluoro-4-methylpyridin-3-yl)azetidine-1-carboxylate